(R)-N-(2-(4-(4-cyclopropylpiperazin-1-yl)piperidin-1-yl)-4-meth-oxy-5-((6-(3-(3-((6-methylpyridin-2-yl)methoxy)-phenyl)isoxazolidin-2-yl)pyrimidin-4-yl)amino)-phenyl)acrylamide C1(CC1)N1CCN(CC1)C1CCN(CC1)C1=C(C=C(C(=C1)OC)NC1=NC=NC(=C1)N1OCC[C@@H]1C1=CC(=CC=C1)OCC1=NC(=CC=C1)C)NC(C=C)=O